(7R)-4,7-bis(1-methyl-1H-pyrazol-5-yl)-2-(2-(2-propenoyl)-2,6-diazaspiro[3.4]octan-6-yl)-5,6,7,8-tetrahydro-3-quinolinecarbonitrile CN1N=CC=C1C1=C(C(=NC=2C[C@@H](CCC12)C1=CC=NN1C)N1CC2(CN(C2)C(C=C)=O)CC1)C#N